4,5-diaza-9,9-spirobifluorene C1=CC=NC=2C3=NC=CC=C3C3(C12)C1=CC=CC=C1C=1C=CC=CC13